N-(3,6-dimethyl-9H-xanthen-9-yl)-2-oxo-5-phenethyl-6-(trifluoromethyl)-1,2-dihydropyridine-3-carboxamide CC=1C=CC=2C(C3=CC=C(C=C3OC2C1)C)NC(=O)C=1C(NC(=C(C1)CCC1=CC=CC=C1)C(F)(F)F)=O